piperidinyl carbamate C(N)(ON1CCCCC1)=O